COC1=CC=C(C=C1)C(OC[C@@H]1[C@H]([C@H]([C@@H](O1)N1C2=NC=NC(=C2N=C1)N(C(C1=CC=CC=C1)=O)CC)OC)O)(C1=CC=CC=C1)C1=CC=C(C=C1)OC N-(9-((2R,3R,4R,5R)-5-((bis(4-methoxyphenyl)(phenyl)methoxy)methyl)-4-hydroxy-3-methoxytetrahydrofuran-2-yl)-9H-purin-6-yl)-N-ethylbenzamide